(2R,5R*)-2-cyclopropyl-5-methyl-2,3,4,5-tetrahydropyrido[2,3-f][1,4]oxazepine-7-ol hydrochloride Cl.C1(CC1)[C@H]1OC2=C([C@H](NC1)C)N=C(C=C2)O |o1:8|